2'-Fluoro-4'-(((trans-4-hydroxy-4-methylcyclohexyl)methyl)sulfonyl)-[1,1'-biphenyl]-4-carbonitrile FC1=C(C=CC(=C1)S(=O)(=O)CC1CCC(CC1)(C)O)C1=CC=C(C=C1)C#N